N-((3-(2,6-difluoro-3,5-dimethoxyphenyl)-2-oxo-1-phenyl-1,2,3,4-tetrahydropyrido[4,3-d]pyrimidin-7-yl)methyl)acrylamide FC1=C(C(=C(C=C1OC)OC)F)N1C(N(C2=C(C1)C=NC(=C2)CNC(C=C)=O)C2=CC=CC=C2)=O